12-(2-(1H-imidazol-1-yl)ethyl)-2,3-dimethoxy-12,13-dihydro-[1,3]dioxolo[4',5':4,5]benzo[1,2-c]phenanthridine N1(C=NC=C1)CCN1C=2C3=C(C=CC2C2=CC(=C(C=C2C1)OC)OC)C=C1C(=C3)OCO1